(2-cyclobutylpyridin-4-yl)boronic acid C1(CCC1)C1=NC=CC(=C1)B(O)O